3-(3-phenylpropyl)-8-(pyrimidin-2-yl)-1,3,8-triazaspiro[4.5]decane-2,4-dione C1(=CC=CC=C1)CCCN1C(NC2(C1=O)CCN(CC2)C2=NC=CC=N2)=O